methyl isopentyl(methyl)carbamate C(CC(C)C)N(C(OC)=O)C